4-methyl-5-oxo-5,6-dihydro-4H-thiazolo[5',4':4,5]Pyrrolo[2,3-d]Pyridazine-2-carbaldehyde CN1C2=C(C3=C1C(NN=C3)=O)SC(=N2)C=O